2-(2-((3S,4S)-3-fluorotetrahydro-2H-pyran-4-yl)-2H-pyrazolo[3,4-b]pyridin-6-yl)-3-methyl-5-(trifluoromethyl)phenol F[C@@H]1COCC[C@@H]1N1N=C2N=C(C=CC2=C1)C1=C(C=C(C=C1C)C(F)(F)F)O